(5-amino-2-(trifluoromethyl)phenyl)propan-2-ol hydrochloride Cl.NC=1C=CC(=C(C1)CC(C)O)C(F)(F)F